C(C)N(CCNC(=O)C=1C2=C(NC1C)\C(\CC2C2=CC=CC=C2)=C\2/C(NC1=CC=C(C=C21)F)=O)CC (Z)-N-(2-(diethylamino)ethyl)-6-(5-fluoro-2-oxoindolin-3-ylidene)-2-methyl-4-phenyl-1,4,5,6-tetrahydrocyclopenta[b]pyrrole-3-carboxamide